5-chloro-3-cyano-4-methyl-2,6-dihydroxyl-pyridine ClC=1C(=C(C(=NC1O)O)C#N)C